2,3,6-tris(4-hydroxy-3,5-di-tert-butyl-phenoxy)-1,3,5-triazine OC1=C(C=C(OC2N=C(N=CN2OC2=CC(=C(C(=C2)C(C)(C)C)O)C(C)(C)C)OC2=CC(=C(C(=C2)C(C)(C)C)O)C(C)(C)C)C=C1C(C)(C)C)C(C)(C)C